N-METHYL-3-PHENYL-PROPIONAMIDE CNC(CCC1=CC=CC=C1)=O